C(O[C@H]1[C@H](OC2=CC(=CC(=C2C1)OCC1=CC=CC=C1)OCC1=CC=CC=C1)C1=CC(=C(C=C1)OCC=C)OCC1=CC=CC=C1)(OCC1=CC=CC=C1)=O (2R,3R)-2-(4'-(Allyloxy)-3'-(benzyloxy)phenyl)-5,7-bis(benzyloxy)chroman-3-yl benzyl carbonate